1-(1-methylpiperidin-3-yl)-1H-pyrazol-4-amine CN1CC(CCC1)N1N=CC(=C1)N